CNCC1=CC(=NN1C=1N=C2N(C=NC2=C(C1)N1CCOCC1)CCOC)C=1C=C(C=CC1)C N-methyl({1-[3-(2-methoxyethyl)-7-morpholino-3H-1,3,4-triazainden-5-yl]-3-(m-tolyl)-5-pyrazolyl}methyl)amine